hexamethylene bis[2-(cyanoethyl) malonate] C(#N)CCC(C(=O)OCCCCCCOC(C(C(=O)[O-])CCC#N)=O)C(=O)[O-]